COC(C(CCC)N1C(=NC=C1)CO)=O (2-(hydroxymethyl)-1H-imidazol-1-yl)pentanoic acid methyl ester